C(#N)C=1C=C(C(=NC1O)C(F)F)C(=O)N1CCN(CC1)S(=O)(=O)NCC 4-[5-cyano-2-(difluoromethyl)-6-hydroxy-pyridine-3-carbonyl]-N-ethyl-piperazine-1-sulfonamide